7-((3R,5S)-1-propenoyl-5-methylpyrrolidin-3-yl)-4-amino-6-(prop-1-yn-1-yl)-7H-pyrrolo[2,3-d]pyrimidine-5-carboxylic acid C(C=C)(=O)N1C[C@@H](C[C@@H]1C)N1C(=C(C2=C1N=CN=C2N)C(=O)O)C#CC